FC(C=1C=C(C=C(C1)C(F)(F)F)C1=NN(C=N1)/C=C(/C=1N=NN(N1)C)\C=1C=NC=NC1)(F)F (E)-5-(2-(3-(3,5-bis(trifluoromethyl)phenyl)-1H-1,2,4-triazol-1-yl)-1-(2-Methyl-2H-tetrazol-5-yl)vinyl)pyrimidine